methyl 6-amino-5-methylnicotinate NC1=NC=C(C(=O)OC)C=C1C